FC(C(=O)O)(F)F.COC1=CC=2N(C=C1NC(=O)N1CCC=3C1=NC=CC3N3C[C@@H](NCC3)C)C=C(N2)C (S)-N-(7-methoxy-2-methylimidazo[1,2-a]pyridin-6-yl)-4-(3-methylpiperazin-1-yl)-2,3-dihydro-1H-pyrrolo[2,3-b]pyridine-1-carboxamide 2,2,2-trifluoroacetate